OCC(C)(C)C1=CC=C(NC2=NC=C(C(=N2)NC(CO)C2=CC=CC=C2)C(=O)OCC)C=C1 ethyl 2-[4-(2-hydroxy-1,1-dimethyl-ethyl)anilino]-4-[[(2S)-2-hydroxy-1-phenyl-ethyl]amino]pyrimidine-5-carboxylate